C(=O)(O)CCOCCC(=O)O 3-(2-carboxyethoxy)propanoic acid